C1(=CC=CC=C1)S(=O)(=O)N1C(=CC=2C1=C(N=CC2Br)Cl)I 1-(benzenesulfonyl)-4-bromo-7-chloro-2-iodo-pyrrolo[2,3-C]pyridine